N-(3-(difluoromethyl)-1-(1-(piperidin-4-yl)azetidin-3-yl)-1H-pyrazol-4-yl)-6-(1H-pyrazol-3-yl)pyridinecarboxamide FC(C1=NN(C=C1NC(=O)C1=NC(=CC=C1)C1=NNC=C1)C1CN(C1)C1CCNCC1)F